CC(C(CN)N)C1C(CCCC1)(N)N 1-methyl-2,3-bisaminopropyl-diaminocyclohexane